CS(=O)(=O)CC1=C(C=CC(=C1)[N+](=O)[O-])O 2-((methylsulfonyl)methyl)-4-nitrophenol